CNC(=N)N[N+](=O)[O-] N-methyl-N'-nitroguanidine